(3,3-dimethyl-2-oxo-butyl) (2E,4E,6E,8E)-3,7-dimethyl-9-(2,6,6-trimethylcyclohexen-1-yl)nona-2,4,6,8-tetraenoate C\C(=C/C(=O)OCC(C(C)(C)C)=O)\C=C\C=C(\C=C\C1=C(CCCC1(C)C)C)/C